5-Methoxycarboxymethyl-2'-O-methyl-uridine COC=1C(NC(N([C@]2([C@H](OC)[C@H](O)[C@@H](CO)O2)CC(=O)O)C1)=O)=O